C(C)O[Si]1(N(CCC1)CCCC[Si](OC)(C)C)C 2-ethoxy-2-methyl-1-(4-dimethylmethoxysilylbutyl)-1-aza-2-silacyclopentane